FC(S(=O)(=O)[O-])(F)F.O[C@@H]1[C@@H](O[C@@H]([C@@H]1O)CO)[N+]1=CC(=CC=C1)C(=O)OCCCCCC 1-((2R,3S,4R,5R)-3,4-dihydroxy-5-(hydroxymethyl)tetrahydrofuran-2-yl)-3-(hexyloxycarbonyl)pyridin-1-ium trifluoromethanesulfonate